(4-nitrophenyl) 1-[4-(cyclohexoxy)phenyl]-3-methyl-5-oxo-4H-pyrazole-4-carboxylate C1(CCCCC1)OC1=CC=C(C=C1)N1N=C(C(C1=O)C(=O)OC1=CC=C(C=C1)[N+](=O)[O-])C